4-(3-ETHOXY-4-HYDROXYPHENYL)BUTAN-2-ONE C(C)OC=1C=C(C=CC1O)CCC(C)=O